2,6-dichloro-4-trifluoromethyl-nicotinoamide ClC1=C(C(=O)N)C(=CC(=N1)Cl)C(F)(F)F